OC1=C2C=CC(=CC2=CC=C1)NC1=NC=C2N(C(N(C2=N1)C1CCOCC1)=O)C 2-((5-hydroxynaphthalen-2-yl)amino)-7-methyl-9-(tetrahydro-2H-pyran-4-yl)-7,9-dihydro-8H-purine-8-one